OC1CN(CC=C1)C1C(CCC1)C(=O)OC methyl 2-(3-hydroxy-3,6-dihydropyridin-1(2H)-yl)cyclopentane-1-carboxylate